Tert-butyl 2-((4-methoxyphenyl)thio)piperidine-1-carboxylate COC1=CC=C(C=C1)SC1N(CCCC1)C(=O)OC(C)(C)C